3-bromo-1-(4,4-difluorocyclohexyl)pyrazole-4-carboxylic acid ethyl ester C(C)OC(=O)C=1C(=NN(C1)C1CCC(CC1)(F)F)Br